2,9-diphenyl-N-[4-(10-phenyl-9-anthryl)phenyl]-9H-carbazol-3-amine C1(=CC=CC=C1)C1=CC=2N(C3=CC=CC=C3C2C=C1NC1=CC=C(C=C1)C=1C2=CC=CC=C2C(=C2C=CC=CC12)C1=CC=CC=C1)C1=CC=CC=C1